OCCCCCCN(C(=O)C1C[C@H](C([C@@H](C1)OCCC(=O)OC(C)(C)C)OCCC(=O)OC(C)(C)C)OCCC(=O)OC(C)(C)C)C tri-tert-butyl 3,3',3''-(((1R,3R)-5-((6-hydroxyhexyl)(methyl)carbamoyl)cyclohexane-1,2,3-triyl)tris(oxy))tripropionate